2-[3-ethylsulfonyl-2-[1-oxo-6-(trifluoromethoxy)isoindolin-2-yl]imidazo[1,2-a]pyridin-6-yl]oxy-2-methyl-propanamide C(C)S(=O)(=O)C1=C(N=C2N1C=C(C=C2)OC(C(=O)N)(C)C)N2C(C1=CC(=CC=C1C2)OC(F)(F)F)=O